N,N'-divinylimidazolidone C(=C)N1C(N(CC1)C=C)=O